8-bromo-N-(1-(methylsulfonyl)piperidin-4-yl)-6-(trifluoromethyl)quinazolin-2-amine BrC=1C=C(C=C2C=NC(=NC12)NC1CCN(CC1)S(=O)(=O)C)C(F)(F)F